OC1=CC=C(C2=CC=CC=C12)CC1=CC=C(C2=CC=CC=C12)O Bis-(4-hydroxynaphth-1-yl)-methan